C(C)O/C=C/C=1C(=CC(=NC1C)C(=O)OC)NC(C(C)(C)C)=O methyl (E)-5-(2-ethoxyvinyl)-6-methyl-4-pivalamidopicolinate